ClC=1C(=NC(=NC1)NC1=CC(=C(C(=O)O)C=C1)OC)NC1=C(C=CC=C1)N(S(=O)(=O)C)C 4-((5-chloro-4-((2-(N-methylmethylsulfonamido)phenyl)amino)pyrimidin-2-yl)amino)-2-methoxybenzoic acid